C(C)(C)(C)OC(=O)N1CCN(CC1)C1=CC=C2C(=NN(C2=C1)C)N1C(NC(CC1)=O)=O 4-[3-(2,4-dioxohexahydropyrimidin-1-yl)-1-methyl-indazol-6-yl]Piperazine-1-carboxylic acid tert-butyl ester